Cl.CC1=C(C=NO1)CN (5-Methylisoxazol-4-yl)methanamine hydrochloride